ClC=1C(=CC2=CN(N=C2C1)C)\N=C\1/NC(N(C(N1CC1=C(C=C(C(=C1)F)F)F)=O)CC1=NN(C=N1)C)=O (6E)-6-[(6-chloro-2-methyl-2H-indazole-5-yl)imino]-3-[(1-methyl-1H-1,2,4-triazol-3-yl)methyl]-1-(2,4,5-trifluorobenzyl)-1,3,5-triazinane-2,4-dione